BrC1=NC=C(C(=C1)NC1CC(CC(C1)OC)NC(OC(C)(C)C)=O)[N+](=O)[O-] tert-butyl (3-((2-bromo-5-nitropyridin-4-yl)amino)-5-methoxycyclohexyl)carbamate